C(C(C)C)C1CC(CCC1)N 3-iso-butylcyclohexylamine